ClC1=CC=C(C[N+]2=CC=CC=C2)C=C1 4-chloro-benzylpyridinium